NC=1C2=C(N=CN1)N(C=C2C2=CC=C(C=C2)C2CCN1N(C(C(=C12)C(=O)N)=O)C1=CC=CC=C1)CCO (4-(4-amino-7-(2-hydroxyethyl)-7H-pyrrolo[2,3-d]pyrimidin-5-yl)phenyl)-2-oxo-1-phenyl-2,4,5,6-tetrahydro-1H-pyrrolo[1,2-b]pyrazole-3-carboxamide